C(=O)C=1C(=NC=C(C1)C(F)(F)F)NC(C(C)(C)C)=O N-(3-FORMYL-5-(TRIFLUOROMETHYL)PYRIDIN-2-YL)PIVALAMIDE